4,6-Dichloro-2-methylthiopyrimidine ClC1=NC(=NC(=C1)Cl)SC